COC([C@H](C)OC1=C(C=C(C=C1)Br)C1=NOCC1OCC)=O (2S)-2-[4-bromo-2-(4-ethoxy-4,5-dihydroisoxazol-3-yl)phenoxy]propionic acid methyl ester